5-Bromo-1,3-dimethyl-1H-indole-7-carboxamide BrC=1C=C2C(=CN(C2=C(C1)C(=O)N)C)C